C(C)(C)(C)OC(=O)N[C@H](C(=O)OCC#N)CC1=NC2=CC=C(C=C2C=C1)C#N Cyanomethyl (S)-2-((tert-butoxy-carbonyl)amino)-3-(6-cyanoquinolin-2-yl)propanoate